(2R)-1,1-difluoro-2-[5-(1-methyl-1H-pyrazol-5-yl)-1,2,4-oxadiazol-3-yl]-6-azaspiro[2.5]octane-6-sulfonamide FC1([C@H](C12CCN(CC2)S(=O)(=O)N)C2=NOC(=N2)C2=CC=NN2C)F